4-((αS)-α-((2S,5R)-2,5-dimethyl-4-(3-fluorobenzyl)-1-piperazinyl)benzyl)-N,N-diethylbenzamide C[C@@H]1N(C[C@H](N(C1)CC1=CC(=CC=C1)F)C)[C@@H](C1=CC=CC=C1)C1=CC=C(C(=O)N(CC)CC)C=C1